C(CCCCCCCCC)N(C(CCCCCCCN(C(C(CCN(C)C)F)=O)CCCCCCCC(=O)N(CCCCCCCCCC)CCCCCCCCCC)=O)CCCCCCCCCC N,N-didecyl-8-(N-(8-(didecylamino)-8-oxooctyl)-4-(dimethylamino)-2-fluorobutanamido)octanamide